2,3-Diamino-4-bromo-5-fluorobenzoic acid methyl ester COC(C1=C(C(=C(C(=C1)F)Br)N)N)=O